[Pm+3].[O-2].[Pm+3].[O-2].[O-2] promethium oxide, promethium salt